C(=C)OCCNCCCC N-monobutyl-β-aminoethyl vinyl ether